Cl.C12CN(CC(CC1)N2)C2=CC=C(C=N2)C2=C1C=CC=NC1=CC(=N2)C=2C=NN(C2)C 5-(6-(3,8-diazabicyclo[3.2.1]oct-3-yl)pyridin-3-yl)-7-(1-methyl-1H-pyrazol-4-yl)-1,6-naphthyridine hydrochloride